C(C)(C)N1CCC=2C1=CN=C(C2)C2=NSC(=N2)NC=2C(=NC=CN2)N(C(C)=O)C N-(3-((3-(1-isopropyl-2,3-dihydro-1H-pyrrolo[2,3-c]pyridin-5-yl)-1,2,4-thiadiazol-5-yl)amino)pyrazin-2-yl)-N-methylacetamide